N-(6-(5-chloropyridin-3-yl)pyrimidin-4-yl)cyclopropanecarboxamide ClC=1C=C(C=NC1)C1=CC(=NC=N1)NC(=O)C1CC1